7-(1-cyclopropylethoxy)-N-(6-(difluoromethyl)pyridin-2-yl)-2-(1-methyl-2-oxabicyclo[2.1.1]hexan-4-yl)imidazo[1,2-a]pyridine-6-carboxamide C1(CC1)C(C)OC1=CC=2N(C=C1C(=O)NC1=NC(=CC=C1)C(F)F)C=C(N2)C21COC(C2)(C1)C